1-octylnonyl 6-(4-{2-[(tert-butyl)bis(methyl)siloxy]ethyl}-6-[5-(1-octylnonyloxycarbonyl) pentyl]-2-morpholinyl)hexanoate C(C)(C)(C)[Si](OCCN1CC(OC(C1)CCCCCC(=O)OC(CCCCCCCC)CCCCCCCC)CCCCCC(=O)OC(CCCCCCCC)CCCCCCCC)(C)C